tert-butyl 4-(7-isopropoxy-6-(pyrazolo[1,5-a]pyrimidin-3-ylcarbamoyl)imidazo[1,2-a]pyridin-2-yl)piperidine-1-carboxylate C(C)(C)OC1=CC=2N(C=C1C(NC=1C=NN3C1N=CC=C3)=O)C=C(N2)C2CCN(CC2)C(=O)OC(C)(C)C